The molecule is a GDP-D-mannuronic acid in which the anomeric centre of the mannuronic acid fragment has alpha-configuration. It is a conjugate acid of a GDP-alpha-D-mannuronate. C1=NC2=C(N1[C@H]3[C@@H]([C@@H]([C@H](O3)COP(=O)(O)OP(=O)(O)O[C@@H]4[C@H]([C@H]([C@@H]([C@H](O4)C(=O)O)O)O)O)O)O)N=C(NC2=O)N